BrC=1C=C(OCC2(CC2)O)C=CC1F 1-[(3-bromo-4-fluoro-phenoxy)methyl]Cyclopropyl alcohol